2-{[2-(isoquinolin-3-yl)-5H,6H,7H-cyclopenta[d]pyrimidin-4-yl](methyl)amino}-N-(5-methoxypyridin-2-yl)acetamide C1=NC(=CC2=CC=CC=C12)C=1N=C(C2=C(N1)CCC2)N(CC(=O)NC2=NC=C(C=C2)OC)C